(2s,4s)-2-(4-(2-methyl-5-(trifluoromethyl)phenyl)piperidine-1-carbonyl)-7-oxa-5-azaspiro[3.4]octan-6-one CC1=C(C=C(C=C1)C(F)(F)F)C1CCN(CC1)C(=O)C1CC2(C1)NC(OC2)=O